CC1=C2C3(C(NC2=CC=C1)=O)CCCC3 methyl-spiro[cyclopentane-1,3'-indol]-2'-one